OC=1C(=CC2=CN(N=C2C1C)C)C=1N=CC2=C(N1)C=CN(C2=O)[C@@H]2[C@H]1CN([C@@H](C2)C1)C(=O)OC(C)(C)C tert-butyl (1R,4R,5S)-5-[2-(6-hydroxy-2,7-dimethyl-indazol-5-yl)-5-oxo-pyrido[4,3-d]pyrimidin-6-yl]-2-azabicyclo[2.2.1]heptane-2-carboxylate